5-((((6-((2-chloro-3-(3-chloro-2-(3-methoxy-4-((((5-oxopyrrolidin-2-yl)methyl)amino)methyl)phenyl)pyridin-4-yl)phenyl)amino)-5-fluoropyrimidin-4-yl)methyl)amino)methyl)pyrrolidin-2-one ClC1=C(C=CC=C1C1=C(C(=NC=C1)C1=CC(=C(C=C1)CNCC1NC(CC1)=O)OC)Cl)NC1=C(C(=NC=N1)CNCC1CCC(N1)=O)F